2-chloro-6-(4-(6-ethyl-1'-methyl-6'-oxo-1',6'-dihydro-[3,4'-bipyridin]-3'-yl)-1H-pyrazol-1-yl)benzonitrile ClC1=C(C#N)C(=CC=C1)N1N=CC(=C1)C1=CN(C(C=C1C=1C=NC(=CC1)CC)=O)C